3-(3,4-dihydroxyphenyl)-1-(2,5-dimethoxyphenyl)prop-2-en-1-one calcium bisulphite S([O-])(O)=O.[Ca+2].OC=1C=C(C=CC1O)C=CC(=O)C1=C(C=CC(=C1)OC)OC.S([O-])(O)=O